[K+].OC1=CC2=C(N=C(S2)C=2SC[C@@H](N2)C(=O)[O-])C=C1 (S)-4,5-Dihydro-2-(6-hydroxy-2-benzothiazolyl)-4-thiazolecarboxylic acid potassium salt